2-Chloro-5-((1R,3R)-2,2-dichloro-3-(3,4,5-trichlorophenyl)cyclopropane-1-carboxamido)benzoic acid ClC1=C(C(=O)O)C=C(C=C1)NC(=O)[C@@H]1C([C@H]1C1=CC(=C(C(=C1)Cl)Cl)Cl)(Cl)Cl